potassium homotaurate NCCCS(=O)(=O)[O-].[K+]